butyl 4-[5-bromo-6-[(1S)-1-methoxyethyl]pyridin-3-yl]piperazine-1-carboxylate BrC=1C=C(C=NC1[C@H](C)OC)N1CCN(CC1)C(=O)OCCCC